FC(OC1=C(C(=O)N[C@H]2[C@H](C2)F)C(=CC(=C1)B1OC(C(O1)(C)C)(C)C)OC)F 2-(difluoromethoxy)-N-[(1R,2S)-2-fluorocyclopropyl]-6-methoxy-4-(4,4,5,5-tetramethyl-1,3,2-dioxaborolan-2-yl)benzamide